4-[4-(1,3-benzoxazol-2-yl)-4-methylpiperidin-1-yl]-6-fluoro-1-methyl-2-oxo-1,2-dihydroquinoline-3-carboxamide O1C(=NC2=C1C=CC=C2)C2(CCN(CC2)C2=C(C(N(C1=CC=C(C=C21)F)C)=O)C(=O)N)C